4-(tert-butoxycarbonyl)-6,6-dimethylmorpholine-3-carboxylic acid C(C)(C)(C)OC(=O)N1C(COC(C1)(C)C)C(=O)O